Zinc Diisopropoxide CC([O-])C.CC([O-])C.[Zn+2]